1,4-bis(n-dodecyloxycarbonyloxy)naphthalene C(CCCCCCCCCCC)OC(=O)OC1=CC=C(C2=CC=CC=C12)OC(=O)OCCCCCCCCCCCC